OP(=O)(OC1=CC=CC=C1)N[C@@H](C)C(=O)OC(C)C isopropyl (hydroxy (phenoxy)phosphoryl)-L-alaninate